CN1C=CC2=CC=C(C=C12)C=1C=C(C=C2N=CC=NC12)NC=1CN(C=CC1)CC1CN(CC1)C 3-{[8-(1-methyl-1H-indol-6-yl)quinoxalin-6-yl]amino}-N-[(1-methylpyrrolidin-3-yl)methyl]pyridine